2-di-tert-butylphosphino-2,4,6-triisopropyl-1,1'-biphenyl C(C)(C)(C)P(C1(C(=C(C=C(C1)C(C)C)C(C)C)C1=CC=CC=C1)C(C)C)C(C)(C)C